FC(C=1N=C(C2=C(N1)N1C(C=C2)=NC(=C1)C(=O)NN)C(F)(F)F)(F)F 2,4-bis(trifluoromethyl)imidazo[1',2':1,6]pyrido[2,3-d]pyrimidine-8-carbohydrazide